4-(4-fluorophenyl)-1-methoxy-but-3-yn-2-one oxime FC1=CC=C(C=C1)C#CC(COC)=NO